1-(4-(((2S,4R)-2-(2,4-dichlorophenyl)-2-methyl-1,3-dioxolan-4-yl)methoxy)phenyl)-4-(4-nitrophenyl)piperazine ClC1=C(C=CC(=C1)Cl)[C@]1(OC[C@H](O1)COC1=CC=C(C=C1)N1CCN(CC1)C1=CC=C(C=C1)[N+](=O)[O-])C